6-[4-[3-[4-(5-Ethoxypyridin-3-yl)pyrazol-1-yl]-5-(trifluoromethyl)benzoyl]piperazin-1-yl]-N-(3,3,3-trifluoropropylsulfonyl)pyridazine-3-carboxamide C(C)OC=1C=C(C=NC1)C=1C=NN(C1)C=1C=C(C(=O)N2CCN(CC2)C2=CC=C(N=N2)C(=O)NS(=O)(=O)CCC(F)(F)F)C=C(C1)C(F)(F)F